C(\C=C\CC(=O)OC)(=O)OC Dimethyl (E)-pent-2-enedioate